ClC1=NC=2C=NC=C(C2C=C1)S(=O)(=O)NC=1C(=NC(=C(C1)F)OCC(F)F)OC 2-chloro-N-[6-(2,2-difluoroethoxy)-5-fluoro-2-methoxy-3-pyridyl]-1,7-naphthyridine-5-sulfonamide